O1CCN(CC1)C=1N(C(C(=CN1)N[C@H](C)C=1N=C(OC1)C1=CC=CC=C1)=O)CC(=O)OC(C)(C)C Tert-Butyl (R)-2-(2-morpholino-6-oxo-5-((1-(2-phenyloxazol-4-yl)ethyl)amino)pyrimidin-1(6H)-yl)acetate